3-(Cyclopentylsulfonyl)-N-(6-((1-hydroxy-2-methylpropan-2-yl)amino)-2-(6-azaspiro[2.5]octan-6-yl)pyridin-3-yl)benzamide C1(CCCC1)S(=O)(=O)C=1C=C(C(=O)NC=2C(=NC(=CC2)NC(CO)(C)C)N2CCC3(CC3)CC2)C=CC1